4-(2-{[(3S)-piperidin-3-yl]amino}-5-(trifluoromethyl)pyrimidin-4-yl)-1H-pyrrol-2-carboxylic acid N1C[C@H](CCC1)NC1=NC=C(C(=N1)C=1C=C(NC1)C(=O)O)C(F)(F)F